NC1=C(C=C(N=N1)C1=C(C=CC=C1)O)C1=CC=C(C=C1)N1CCNCC1 2-(6-amino-5-(4-(piperazin-1-yl)phenyl)pyridazin-3-yl)phenol